N1C(=NC=C1)C=1C=C(SC1)[C@@H](C)NC(=O)[C@H]1N(CC2(OCCO2)C1)C(CNC(=O)C=1C=CC=2C(C3=CC=CC=C3C2C1)(F)F)=O (S)-N-((R)-1-(4-(1H-imidazol-2-yl)thiophen-2-yl)ethyl)-7-((9,9-difluoro-9H-fluorene-3-carbonyl)glycyl)-1,4-dioxa-7-azaspiro[4.4]nonane-8-carboxamide